1,3-bis(3-hydroxypropyl)tetramethyl-disiloxane OCCC[Si](O[Si](CCCO)(C)C)(C)C